[Cl-].[V+2].[Cl-] Vanadium(II) chloride